BrC=1C=C(C=CC1)[C@H](C)N (S)-1-(3-bromophenyl)ethanamine